C[Si](COCCC)(COCCC)C1=CC=CC=C1 methylphenylbis(propoxymethyl)silane